Ethyl 2-((2-methyl-5-(6-(2-(4-methylpiperazin-1-yl)ethoxy)pyridin-3-yl)phenyl)(propyl)amino)thiazole-4-carboxylate CC1=C(C=C(C=C1)C=1C=NC(=CC1)OCCN1CCN(CC1)C)N(C=1SC=C(N1)C(=O)OCC)CCC